[Rh](Cl)(Cl)Cl.C1(=CC=CC=C1)P(C1=CC=CC=C1)C1=CC=CC=C1.C1(=CC=CC=C1)P(C1=CC=CC=C1)C1=CC=CC=C1.C1(=CC=CC=C1)P(C1=CC=CC=C1)C1=CC=CC=C1 tris(triphenylphosphine) rhodium (III) chloride